(R)-1-(2-chloropyridin-3-yl)ethyl (4-(5-(isonicotinamido) pyridin-2-yl)-1-methyl-1H-1,2,3-triazol-5-yl)carbamate C(C1=CC=NC=C1)(=O)NC=1C=CC(=NC1)C=1N=NN(C1NC(O[C@H](C)C=1C(=NC=CC1)Cl)=O)C